C(C)(C)(C)OC(=O)N1CCC(=CC1)C1=NC=C(N=C1)NC(=O)C12CCC(CC1)(CC2)C(NC2=CC=C(C=C2)CNC(=O)OC(C)(C)C)=O 4-[5-({4-[4-(tert-butoxycarbonylamino-methyl)-phenylcarbamoyl]-bicyclo[2.2.2]octane-1-carbonyl}-amino)-pyrazin-2-yl]-3,6-dihydro-2H-pyridine-1-carboxylic acid tert-butyl ester